C(#N)C=1C=NN2C1C(=CC(=C2)OCC(C)(C)O)C=2CCN(CC2)C(=O)NCC=2C=NC(=CC2)N2N=CC(=C2)F 4-(3-cyano-6-(2-hydroxy-2-methylpropoxy)pyrazolo[1,5-a]pyridin-4-yl)-N-((6-(4-fluoro-1H-pyrazol-1-yl)pyridin-3-yl)methyl)-3,6-dihydropyridine-1(2H)-carboxamide